(2R,4R)-1-(3-chloro-2-fluorobenzyl)-2-ethyl-4-((6-ethyl-5-fluoro-2-((5-methyl-1H-pyrazol-3-yl)amino)pyrimidin-4-yl)methyl)piperidine-4-carboxylic acid ClC=1C(=C(CN2[C@@H](C[C@@](CC2)(C(=O)O)CC2=NC(=NC(=C2F)CC)NC2=NNC(=C2)C)CC)C=CC1)F